N1C(=NC2=C1C=CC=C2)CN2C(C(=CC=C2)NC([C@H](CC\C=C\C(=O)N(C)C)NC(OC)=O)=O)=O methyl (S,E)-(1-((1-((1H-benzo[d]imidazol-2-yl)methyl)-2-oxo-1,2-dihydropyridin-3-yl)amino)-7-(dimethylamino)-1,7-dioxohept-5-en-2-yl)carbamate